indeno[2,1-b]Pyridine N1=C2C(=CC=C1)C=1C=CC=CC1C2